BrC=1C=C(C=CC1)C(O)C1=CC(=CC=C1)OC (3-Bromophenyl)(3-methoxyphenyl)methanol